FC1=C(N=C(C2=C1N=C(N=C2)S(=O)C)N2[C@@](CC2)(C(=O)NC)C)C2=CC(=CC1=CC=C(C(=C21)C#C[Si](C(C)C)(C(C)C)C(C)C)F)OCOC (2S)-1-{8-fluoro-7-[7-fluoro-3-(methoxymethoxy)-8-[2-(triisopropylsilyl)ethynyl]naphthalen-1-yl]-2-methanesulfinylpyrido[4,3-d]pyrimidin-5-yl}-N,2-dimethylazetidine-2-carboxamide